C[C@H](C(=O)O)OC1=CC=C(C=C1)OC2=CN=C3C=C(C=CC3=N2)Cl The molecule is a 2-{4-[(6-chloroquinoxalin-2-yl)oxy]phenoxy}propanoic acid that has R configuration. An acetyl-CoA carboxylase inhibitor, it is used (generally as the corresponding ethyl or tefuryl ester proherbicides) for the control of annual and perennial grass weeds in sugar beet. It has a role as an EC 6.4.1.2 (acetyl-CoA carboxylase) inhibitor. It is a 2-{4-[(6-chloroquinoxalin-2-yl)oxy]phenoxy}propanoic acid and a quinoxaline herbicide. It is an enantiomer of a (S)-quizalofop.